CC1(N(CC(C1)C)C1=NC=CC=C1C(=O)NS(=O)(=O)C1=CC=CC(=N1)NC1CCC(CC1)NC(OC(C)(C)C)=O)C tert-butyl N-[4-[[6-[[2-(2,2,4-trimethylpyrrolidin-1-yl)pyridine-3-carbonyl] sulfamoyl]-2-pyridyl]amino]cyclohexyl]carbamate